N-[1-(2-Chloro-5-trifluoromethylbenzyl)-2,3-dihydro-1H-indol-5-yl]-2-(4-fluorophenyl)-acetamide ClC1=C(CN2CCC3=CC(=CC=C23)NC(CC2=CC=C(C=C2)F)=O)C=C(C=C1)C(F)(F)F